3,5-diamino-1,3,5-triazole NN1C=NN(C1)N